alpha-glycine C(C(=O)[O-])[NH3+]